C(C)OC(CCC(=O)C1=NC2=CC(=CC=C2C(=C1O)C#N)C1=CC(=CC=C1)C(F)(F)F)=O 4-[4-Cyano-3-hydroxy-7-(3-trifluoromethyl-phenyl)-quinolin-2-yl]-4-oxo-butyric acid ethyl ester